4-(3-chloro-2-fluorophenyl)-7-((1-methylpyrrolidin-3-yl)ethynyl)quinazoline-4,6-diamine ClC=1C(=C(C=CC1)C1(NC=NC2=CC(=C(C=C12)N)C#CC1CN(CC1)C)N)F